(S)-2-hydroxy-N-(1-(5-(2-((6-(trifluoromethyl)oxazolo[4,5-c]pyridin-2-yl)thio)acetyl)thiophen-2-yl)ethyl)acetamide OCC(=O)N[C@@H](C)C=1SC(=CC1)C(CSC=1OC2=C(C=NC(=C2)C(F)(F)F)N1)=O